5-[2-hydroxy-3-(m-toluylamino)propyl]-1,3,4-oxadiazol-2(3H)-one OC(CC1=NNC(O1)=O)CNC=1C=C(C=CC1)C